(6-morpholinyl-1H-pyrrolo[2,3-b]pyridin-3-yl)-N-(pyrrolidin-3-ylmethyl)-5-(trifluoromethyl)pyrimidin-2-amine, formate salt C(=O)O.N1(CCOCC1)C1=CC=C2C(=N1)NC=C2C2=NC(=NC=C2C(F)(F)F)NCC2CNCC2